2-((2-chloropyridin-3-yl)methyl)-6-(1-(2-hydroxyethyl)-1H-pyrazol-3-ylsulfonyl)phthalazin-1(2H)-one ClC1=NC=CC=C1CN1C(C2=CC=C(C=C2C=N1)S(=O)(=O)C1=NN(C=C1)CCO)=O